FC(C=1C=C(CS(=O)(=O)N)C=CC1)(F)F 3-(trifluoromethyl)benzylsulfonamide